FN1C(C1(F)F)(F)F perfluoroaziridine